(R)-1-(3-(4-amino-5-(7-methoxy-5-methylbenzothiophen-2-yl)-7H-pyrrolo[2,3-d]pyrimidin-7-yl)pyrrolidin-1-yl)prop-2-en-1-one NC=1C2=C(N=CN1)N(C=C2C=2SC1=C(C2)C=C(C=C1OC)C)[C@H]1CN(CC1)C(C=C)=O